N-(5-chloropyridin-3-yl)quinazolin-4-amine ClC=1C=C(C=NC1)NC1=NC=NC2=CC=CC=C12